C1=COC(=C1)/C(=C/C2=CC=C(O2)[N+](=O)[O-])/C(=O)N furylfuramide